phenyl-α-cyanoacrylate C1(=CC=CC=C1)OC(C(=C)C#N)=O